ClC1=CC=C(C=C1)CCN1C(OC(=N1)CN1C=NC=2N=CN(C2C1=O)C)=O 3-[2-(4-chlorophenyl)ethyl]-5-[(7-methyl-6-oxo-purin-1-yl)methyl]-1,3,4-oxadiazol-2-one